3,4-dichlorophenyl 3-deoxy-3-[4-(4-thiazolyl)-1H-1,2,3-triazol-1-yl]-1-thio-alpha-D-galactopyranoside S1C=NC(=C1)C=1N=NN(C1)[C@@H]1[C@H]([C@@H](SC2=CC(=C(C=C2)Cl)Cl)O[C@@H]([C@@H]1O)CO)O